tert-butyl (1R,4R)-5-{2-[4-(4-chlorophenyl)-5-(pyridin-4-yl)-1H-imidazol-1-yl] acetyl}-2,5-diazabicyclo[2.2.1]heptane-2-carboxylate ClC1=CC=C(C=C1)C=1N=CN(C1C1=CC=NC=C1)CC(=O)N1[C@H]2CN([C@@H](C1)C2)C(=O)OC(C)(C)C